3-(1-(3,4-dichlorobenzyl)-1H-pyrazol-4-yl)imidazo[1,2-a]pyridine ClC=1C=C(CN2N=CC(=C2)C2=CN=C3N2C=CC=C3)C=CC1Cl